6-(1-(2-Methoxyquinolin-6-yl)ethyl)-5-methyl-2-phenyl-3-(piperidin-1-yl)pyrazolo[1,5-a]pyrimidin-7(4H)-one COC1=NC2=CC=C(C=C2C=C1)C(C)C1=C(NC=2N(C1=O)N=C(C2N2CCCCC2)C2=CC=CC=C2)C